C(C)(C)C=1C(=NNC1C=1C=C(C=2N(C1)N=CN2)OC)C=2SC(=C(N2)C)C2CCC(CC2)NCC(C)(C)OC 4-(2-(4-isopropyl-5-(8-methoxy-[1,2,4]triazolo[1,5-a]pyridin-6-yl)-1H-pyrazol-3-yl)-4-methylthiazol-5-yl)-N-(2-methoxy-2-methylpropyl)cyclohexan-1-amine